2,3,3-trimethyl-1-(4-sulfobutyl)indolium CC1=[N+](C2=CC=CC=C2C1(C)C)CCCCS(=O)(=O)O